α,α'-bis(4-hydroxyphenyl)-M-diisopropylbenzene OC1=CC=C(C=C1)C(C)(C)C1=CC(=CC=C1)C(C)(C)C1=CC=C(C=C1)O